1,1'-sulfonylbis(naphthalene-2-ol) S(=O)(=O)(C1=C(C=CC2=CC=CC=C12)O)C1=C(C=CC2=CC=CC=C12)O